perfluorononanoic acid ammonium salt [NH4+].FC(C(=O)[O-])(C(C(C(C(C(C(C(F)(F)F)(F)F)(F)F)(F)F)(F)F)(F)F)(F)F)F